CC(C)(C)SN R-(+)-2-methyl-2-propanesulfenamide